3-methyl{pyrazin-2-yl}-3-[3-(fluoromethyl)-2-methyl-azetidine-1-carbonyl]-4H-pyrazolo[1,5-a]pyrimidin-7-one CC1(C(=NN2C1NC=CC2=O)C2=NC=CN=C2)C(=O)N2C(C(C2)CF)C